N-(3-fluorophenyl)-2-(methylthio)-5-(piperidin-1-yl)pyrimidine-4-carboxamide Methyl-(2S)-2-[[(2S)-2-(tert-butoxycarbonylamino)-3-cyclopropyl-propanoyl]amino]-3-(2-pyridyl)propanoate COC([C@H](CC1=NC=CC=C1)NC([C@H](CC1CC1)NC(=O)OC(C)(C)C)=O)=O.FC=1C=C(C=CC1)NC(=O)C1=NC(=NC=C1N1CCCCC1)SC